1,1-Difluoro-N-(5-(3'-methyl-2'-oxo-2',3'-dihydrospiro[cyclobutane-1,1'-pyrrolo[2,3-c]quinolin]-8'-yl)-2-(3-(piperidin-1-yl)propoxy)pyridin-3-yl)methanesulfonamide FC(S(=O)(=O)NC=1C(=NC=C(C1)C1=CC=2C3=C(C=NC2C=C1)N(C(C31CCC1)=O)C)OCCCN1CCCCC1)F